5-((5-(2-(((1S,3S)-3-aminocyclopentyl)oxy)-6-methoxyphenyl)-1H-pyrazol-3-yl)amino)pyrazine-2-carbonitrile N[C@@H]1C[C@H](CC1)OC1=C(C(=CC=C1)OC)C1=CC(=NN1)NC=1N=CC(=NC1)C#N